FC=1C(=C(C=CC1F)N1CN(C(C2=C1N=CC(=C2)C(F)(F)F)=O)C=2C(=NC(=CC2)OC)C)C 1-(3,4-difluoro-2-methylphenyl)-3-(6-methoxy-2-methylpyridin-3-yl)-6-(trifluoromethyl)-2,3-dihydropyrido[2,3-d]pyrimidin-4(1H)-one